C(C)(=O)O[C@@H]1C[C@]2(CCCC([C@@H]2CC1)(C)C)C (-)-(2S,4aS,8aR)-5,5,8a-trimethyl-decahydronaphthalen-2-yl acetate